(1r,3r)-3-phenylcyclobutane-1-ol C1(=CC=CC=C1)C1CC(C1)O